C1(=CC=CC=C1)CN1CCC2=CC(=CC=C12)NS(=O)(=O)C N-[2,3-dihydro-1-(phenylmethyl)-1H-indol-5-yl]-Methanesulfonamide